tert-butyl 4-(5-((2,3-difluorobenzyl)oxy)-2-methylbenzofuran-3-carboxamido)-3,3-difluoropyrrolidine-1-carboxylate FC1=C(COC=2C=CC3=C(C(=C(O3)C)C(=O)NC3C(CN(C3)C(=O)OC(C)(C)C)(F)F)C2)C=CC=C1F